C1(=CC=C(C=C1)C(C)N1N=NC=C1)C1=CC=CC=C1 1-(1-([1,1'-biphenyl]-4-yl)ethyl)-1H-1,2,3-triazole